BrC=1C=C(C=CC1)C1(CC(C1)(F)F)CC=1N(C(=NN1)S)C 5-[[1-(3-bromophenyl)-3,3-difluoro-cyclobutyl]methyl]-4-methyl-1,2,4-triazole-3-thiol